C(CCCCC)OC=1C=C(C=CC1OCCCCCC)C#C 3,4-bis(hexyloxy)phenylacetylene